tert-butyl N-[3-(7-bromo-2-methyl-benzimidazol-1-yl)-2-hydroxy-propyl]-N-methyl-carbamate BrC1=CC=CC2=C1N(C(=N2)C)CC(CN(C(OC(C)(C)C)=O)C)O